NC1C(C2C(=C(CSC12)CSC1=CC=CC=C1)C(=O)O)=O 8-amino-7-oxo-4-((phenylthio)methyl)-2-thiabicyclo[4.2.0]oct-4-ene-5-carboxylic acid